O.O.C(C)(=O)[O-].[Zn+2].C(C)(=O)[O-] zinc Acetate Dihydrate